CC1=NN(C(=C1C=1C=CC(=NC1)CNC1CCCC=2C=CC=NC12)C)C1OCCCC1 N-((5-(3,5-dimethyl-1-(tetrahydro-2H-pyran-2-yl)-1H-pyrazol-4-yl)pyridin-2-yl)methyl)-5,6,7,8-tetrahydroquinolin-8-amine